BrC1=C(N=CC(=N1)C=1C(=CC(=C(C(=O)NC2CC2)C1)F)C)NC1(CC1)CO 5-(6-bromo-5-((1-(hydroxymethyl)cyclopropyl)amino)pyrazin-2-yl)-N-cyclopropyl-2-fluoro-4-methylbenzamide